BrC=1C(=NC(=NC1)C)N[C@H]1[C@@H](CCC1)C(=O)OCC ethyl (1R,2R)-2-((5-bromo-2-methylpyrimidin-4-yl)amino)cyclopentane-1-carboxylate